4-((1H-pyrrol-3-yl)methylene)-1,7-bis(4-hydroxy-3-methoxyphenyl)heptane-3,5-dione N1C=C(C=C1)C=C(C(CCC1=CC(=C(C=C1)O)OC)=O)C(CCC1=CC(=C(C=C1)O)OC)=O